COC(=O)C1=C(C=NC=C1)NC[C@H]1CCC2=CC(=CC=C12)N(C1=CC=CC=C1)C 3-({[(1S)-5-[methyl-(phenyl)amino]-2,3-dihydro-1H-inden-1-yl]methyl}amino)pyridine-4-carboxylic acid methyl ester